BrC1=C(C(=CC(=C1)Cl)Br)CCO 2-(2,6-dibromo-4-chlorophenyl)ethanol